FC1=NC=CC(=N1)NCCC(=O)NC=1C=NN(C1)CC(=O)O 2-[4-[3-[(2-fluoropyrimidin-4-yl)amino]propanoylamino]pyrazol-1-yl]acetic acid